2,4-dichlorophenylformamide ClC1=C(C=CC(=C1)Cl)NC=O